C\C(=C/CC[C@@]1(OC2=CC(=C(C(=C2C=C1)O)C(=O)O)C)C)\CCC=C(C)C (2S)-2-[(3E)-4,8-dimethylnona-3,7-dienyl]-5-hydroxy-2,7-dimethylchromene-6-carboxylic acid